3-Ethylamino-1-pentylamin C(C)NC(CCN)CC